N-((3R,4S)-4-((6-(2,6-dichloro-3,5-dimethoxyphenyl)-8-(3-methoxypyrrolidin-1-yl)pyrido[3,4-d]pyrimidin-2-yl)amino)tetrahydrofuran-3-yl)acrylamide ClC1=C(C(=C(C=C1OC)OC)Cl)C1=CC2=C(N=C(N=C2)N[C@H]2[C@H](COC2)NC(C=C)=O)C(=N1)N1CC(CC1)OC